ClC=1C(=NC(=C(C1)F)C1=CC(=CC=2OC(OC21)(F)F)C(=O)OC)C(=O)OC Methyl 3-chloro-6-(2,2-difluoro-6-(methoxycarbonyl) benzo[d][1,3]dioxol-4-yl)-5-fluoropicolinate